ClC1=C(C=CC(=C1)Cl)C=1C=CC(=NC1)C1CN(C1)C(=O)N1CC2C(OCCN2)CC1 6-(3-(5-(2,4-dichlorophenyl)pyridin-2-yl)azetidine-1-carbonyl)hexahydro-2H-pyrido[4,3-b][1,4]Oxazin